C1(CC1)[C@@H]1C[C@H](C1)C(=O)NC1=CC(=C(C=C1)C)C=1N=CC=2N(C1)N=CC2 trans-3-cyclopropyl-N-(4-methyl-3-(pyrazolo[1,5-a]pyrazin-6-yl)phenyl)cyclobutanecarboxamide